1,7-dimethyldibenzothiophene CC1=CC=CC=2SC3=C(C21)C=CC(=C3)C